8-(7-azabicyclo[2.2.1]heptan-7-yl)-6-(oxolane-3-yl)-N-(6-piperazin-1-ylpyridazin-3-yl)pyrido[3,4-d]pyrimidin-2-amine C12CCC(CC1)N2C2=NC(=CC1=C2N=C(N=C1)NC=1N=NC(=CC1)N1CCNCC1)C1COCC1